((((9H-fluoren-9-yl)methoxy)carbonyl)amino)-2-methylpentanoic acid C1=CC=CC=2C3=CC=CC=C3C(C12)COC(=O)NC(C(=O)O)(CCC)C